C(C(C)C)NC(=O)C1CN(CCC1)C=1SC=C(N1)C(=O)NC(C(=O)NC(C(=O)OC)=C)=C methyl 2-(2-(2-(3-(isobutylcarbamoyl)piperidin-1-yl)thiazole-4-carboxamido)acrylamido)acrylate